O[C@@H]1CC2=C(N(C3=C1C=CC=C3)C(=O)N)C=CC=C2 (R)-(-)-10,11-dihydro-10-hydroxy-5H-dibenzo[b,f]azepine-5-amide